CC1=CC=C(C=C1)N(S1C=C(C=C1)[Sn](CCCC)(CCCC)CCCC)C1=CC=C(C=C1)C N,N-bis(4-methylphenyl)-3-(tributylstannyl)thiophene-1-amine